OC1(C(C(=O)O)C=CC=C1)O o-hydroxysalicylic acid